1-(((3H-[1,2,3]triazolo[4,5-b]pyridin-3-yl)oxy)di(pyrrolidin-1-yl)phosphoranylidene)pyrrolidin-1-ium hexafluorophosphate F[P-](F)(F)(F)(F)F.N1=NN(C2=NC=CC=C21)OP(=[N+]2CCCC2)(N2CCCC2)N2CCCC2